perfluoro(3-methylcyclopentene) FC1=C(C(C(C1(F)F)(F)F)(C(F)(F)F)F)F